C(C)C1(COC1)CC1=C(C=CC=C1)C1=C(C=CC=C1)CC1(COC1)CC 2,2'-bis(3-ethyl-3-oxetanylmethyl)biphenyl